ClC=1C=2C(N=C3N(C2C=CC1)C1=CC(=CC=C1C31CCCCC1)[C@@H]1CN(CCC1)C1CCC(CC1)CO)=O (R)-4'-chloro-10'-(1-(4-(hydroxymethyl)cyclohexyl)piperidin-3-yl)-5'H-spiro[cyclohexane-1,7'-indolo[1,2-a]quinazolin]-5'-one